N-((S)-1'-(5-((3-(azetidin-3-ylamino)-2-chlorophenyl)thio)pyrazin-2-yl)-5,7-dihydrospiro[cyclopenta[b]pyridine-6,4'-piperidin]-5-yl)-2-methylpropane-2-sulfinamide N1CC(C1)NC=1C(=C(C=CC1)SC=1N=CC(=NC1)N1CCC2(CC1)[C@@H](C=1C(=NC=CC1)C2)NS(=O)C(C)(C)C)Cl